(R)-(2-(benzofuran-3-yl)-1-(2-oxo-2-(2-oxa-6-azaspiro[3.3]heptan-6-yl)acetamido)ethyl)boronic acid O1C=C(C2=C1C=CC=C2)C[C@H](NC(C(N2CC1(COC1)C2)=O)=O)B(O)O